FC=1C=CC(=NC1)C1=NN(C=C1C1=C2CCCNC2=NC=C1)C 5-[3-(5-fluoro-2-pyridinyl)-1-methyl-pyrazol-4-yl]-1,2,3,4-tetrahydro-1,8-naphthyridine